FC1(CC(C1)OC(=O)N1CC2=C(CC1)SC(=C2)C2=NC=C(C(=N2)NC=2C=C1C=CNC(C1=CC2)=O)F)F 2-(5-fluoro-4-((1-oxo-1,2-dihydroisoquinolin-6-yl)amino)pyrimidin-2-yl)-6,7-dihydrothieno[3,2-C]pyridine-5(4H)-carboxylic acid 3,3-difluorocyclobutyl ester